(R)-6-bromo-N-(1,1-dioxido-2,3-dihydrothiophen-3-yl)-2-methoxy-5-(methoxymethoxy)nicotinamide BrC1=NC(=C(C(=O)N[C@H]2CS(C=C2)(=O)=O)C=C1OCOC)OC